11-(tetrahydrofuran-3-yl)undec-10-enoic acid O1CC(CC1)C=CCCCCCCCCC(=O)O